N1=C(C=CC(=C1)N(CCN(C)C)C)C1=NC=CC=C1 N1-([2,2'-bipyridin]-5-yl)-N1,N2,N2-trimethylethane-1,2-diamine